C1(CC1)C1=CC(=C(NC=2C(=C(C=NC2)OC2=C(C(=NC=C2)NS(NC)(=O)=O)F)C)C=C1)F 4-[[5-(4-cyclopropyl-2-fluoro-anilino)-4-methyl-3-pyridyl]oxy]-3-fluoro-N-(methylsulfamoyl)pyridin-2-amine